4-chloro-5-(2,6-difluorophenyl)-6-(3,5-dimethoxyphenyl)-2-methyl-3(2H)-pyridazinone ClC=1C(N(N=C(C1C1=C(C=CC=C1F)F)C1=CC(=CC(=C1)OC)OC)C)=O